C(C)(C)(C)OC(N[C@@H](C1CNC2=CC=CN=C2C1)C1=CC=CC=C1)=O.CC1=CC=C(C=C1)CCNC=1N=CC2=C(N1)CCN(C2)C(CCCC)=O 1-(2-((4-methylphenylethyl)amino)-7,8-dihydropyrido[4,3-d]pyrimidin-6(5H)yl)pentan-1-one tert-butyl-N-[(S)-phenyl(1,2,3,4-tetrahydro-1,5-naphthyridin-3-yl)methyl]carbamate